(2-(4-fluorophenyl)butyrylcarbamoyl)-2-amino-4-methylthiophene-3-carboxylic acid methyl ester COC(=O)C1=C(SC(=C1C)C(NC(C(CC)C1=CC=C(C=C1)F)=O)=O)N